2-(3-isocyanatopropyl)-2,5-di(isocyanatomethyl)-bicyclo(2.2.1)Heptane N(=C=O)CCCC1(C2CC(C(C1)C2)CN=C=O)CN=C=O